NC=1C2=C(N=CN1)N(C=C2)[C@H]2[C@@H]([C@@H](C(O2)(C#N)CO)O)O (3S,4R,5R)-5-(4-amino-7H-pyrrolo[2,3-d]pyrimidin-7-yl)-3,4-dihydroxy-2-(hydroxymethyl)tetrahydrofuran-2-carbonitrile